N-(1,3-dihydroxypropyl)methacrylamide OC(CCO)NC(C(=C)C)=O